[N+](=O)([O-])C=1C=C2N=C(C(=NC2=CC1)O)O 6-nitro-2,3-dihydroxyquinoxaline